5-[6-(5-chloro-2-fluorophenyl)-2H,3H,4H-pyrido[3,2-b][1,4]oxazin-8-yl]-N-[2-(pyrrolidin-1-yl)ethyl]pyridine-3-carboxamide ClC=1C=CC(=C(C1)C=1C=C(C=2OCCNC2N1)C=1C=C(C=NC1)C(=O)NCCN1CCCC1)F